C(C)NC(CN(C1=C(C=C(C=C1)F)C=O)CC)=O N-ETHYL-2-[ETHYL(4-FLUORO-2-FORMYLPHENYL)AMINO]ACETAMIDE